BrC=1N=C(N(N1)C1=NC=CC=N1)C(C)N 1-(5-bromo-2-pyrimidin-2-yl-1,2,4-triazol-3-yl)-ethanamine